C1=CC=CC=2C3=CC=CC=C3C(C12)COC(=O)NC(C(=O)OC(C)(C)C)C1=CC(=CC(=C1)OC(F)(F)F)Cl tert-butyl 2-((((9H-fluoren-9-yl)methoxy)carbonyl)amino)-2-(3-chloro-5-(trifluoromethoxy)phenyl)acetate